COC1=CC=C(CN(C2=NC(=NN3C2=NC=C3C(C)(O)C3=CC=C(C=C3)CN3CCCC3)OCCCC)CC3=CC=C(C=C3)OC)C=C1 (4-(bis(4-methoxybenzyl)amino)-2-butoxyimidazo[2,1-f][1,2,4]triazin-7-yl)-1-(4-(pyrrolidin-1-ylmethyl)phenyl)ethan-1-ol